3,5-dimethyl-phenolate CC=1C=C(C=C(C1)C)[O-]